1,1-dibenzyl-3-(thiophen-2-ylmethyl)urea C(C1=CC=CC=C1)N(C(=O)NCC=1SC=CC1)CC1=CC=CC=C1